(R*)-2-(3-fluoroazetidin-1-yl)-6-(methylthio)-4-(4-(tetrahydrofuran-3-yl)-phenyl)pyridine-3,5-dicarbonitrile FC1CN(C1)C1=NC(=C(C(=C1C#N)C1=CC=C(C=C1)[C@@H]1COCC1)C#N)SC |o1:19|